(2R,3R,4R,5R,6R)-5-acetamido-2-(acetoxymethyl)-6-((5-((3-((tert-butoxycarbonyl)amino)propyl)amino)-5-oxopentyl)oxy)tetrahydro-2H-pyran-3,4-diyl diacetate C(C)(=O)O[C@H]1[C@H](O[C@H]([C@@H]([C@H]1OC(C)=O)NC(C)=O)OCCCCC(=O)NCCCNC(=O)OC(C)(C)C)COC(C)=O